C(CCCCCCCCCC)(=O)OCCC=1SC=CC1 (2-undecanoyloxyethyl)thiophene